2-((3-(2,6-Dioxopiperidin-3-yl)-4-oxo-3,4-dihydrobenzo[d][1,2,3]triazin-6-yl)oxy)acetic acid O=C1NC(CCC1N1N=NC2=C(C1=O)C=C(C=C2)OCC(=O)O)=O